CC1=CC(=NN1)C(=O)[O-] 5-methyl-pyrazole-3-carboxylate